Methyl (1R,4R)-4-(4-amino-3-methyl-1H-pyrazol-1-yl)cyclohexane-1-carboxylate NC=1C(=NN(C1)C1CCC(CC1)C(=O)OC)C